FC1(CC(N(CC1)C(=O)OC(C)(C)C)(C)C)F t-butyl 4,4-difluoro-2,2-dimethylpiperidine-1-carboxylate